(E)-3-[4-[(2-Chlorophenyl)methoxy]-3-methoxyphenyl]-1-(4-hydroxyphenyl)prop-2-en-1-one ClC1=C(C=CC=C1)COC1=C(C=C(C=C1)/C=C/C(=O)C1=CC=C(C=C1)O)OC